C(#N)C1=C(SC2=C1C(=NC=C2F)C=2C1=C(C=3C=NC(=NC3C2F)N2C3CC(C3CC2)N(C)C)COC1)NC(OC(C)(C)C)=O tert-Butyl (3-cyano-4-(3-(6-(dimethylamino)-2-azabicyclo[3.2.0]heptan-2-yl)-5-fluoro-7,9-dihydrofuro[3,4-f]quinazolin-6-yl)-7-fluorothieno[3,2-c]pyridin-2-yl)carbamate